The molecule is alpha-N-acetylneuraminosyl-(2->3)-[beta-D-galactosyl-(1->3)-N-acetyl-beta-D-galactosaminyl-(1->4)]-beta-D-galactosyl-(1->4)-beta-D-glucosyl-(1<->1')-N-acylsphingosine in which the acyl group is acetyl. Ganglioside GM1 with an acetyl group substituting for the long fatty acid typicalof ceramide. It derives from a ganglioside GM1. CCCCCCCCCCCCC/C=C/[C@H]([C@H](CO[C@H]1[C@@H]([C@H]([C@@H]([C@H](O1)CO)O[C@H]2[C@@H]([C@H]([C@H]([C@H](O2)CO)O[C@H]3[C@@H]([C@H]([C@H]([C@H](O3)CO)O)O[C@H]4[C@@H]([C@H]([C@H]([C@H](O4)CO)O)O)O)NC(=O)C)O[C@@]5(C[C@@H]([C@H]([C@@H](O5)[C@@H]([C@@H](CO)O)O)NC(=O)C)O)C(=O)O)O)O)O)NC(=O)C)O